NC1=NC=2N(C(C=NC2C(=N1)C=1OC(=CC1)C)=O)CC1=CC(=CC=C1)C(F)(F)F amino-4-(5-methylfuran-2-yl)-8-(3-(trifluoromethyl)benzyl)pteridin-7(8H)-one